NC=1C=C(C=C(C1)C(F)(F)F)[C@@H](C)NC=1C2=C(N=CN1)N(C(C(=C2)C2CN(CCC2)C)=O)C 4-(((R)-1-(3-amino-5-(trifluoromethyl)phenyl)ethyl)amino)-8-methyl-6-(1-methylpiperidine-3-yl)pyrido[2,3-d]pyrimidin-7(8H)-one